CN1N=CC=2CN(CCC21)CC(=O)N 2-(1-methyl-6,7-dihydro-1H-pyrazolo[4,3-c]pyridin-5(4H)-yl)acetamide